C(C)OC(C(CC1=CC(=CC=C1)C(C(=O)NNC)(CCCC1(CC1)CS(=O)(=O)CCO)C)C)=O.C(C)(C)(C)C(C1=CC=CC=C1)(O)C(C)(C)C ditertbutyl-hydroxytoluene ethyl-3-(3-(5-(1-(((2-hydroxyethyl)sulfonyl)methyl)cyclopropyl)-2-methyl-1-(2-methylhydrazineyl)-1-oxopentan-2-yl)phenyl)-2-methylpropanoate